(S)-9-((4-((2-hydroxy-1-phenylethyl)amino)-5-(3-(quinuclidin-4-yl)-1,2,4-oxadiazol-5-yl)pyrimidin-2-yl)amino)-3,4-dihydro-1H,6H-[1,3,4]oxadiazino[3,4-a]indazol-6-one OC[C@H](C1=CC=CC=C1)NC1=NC(=NC=C1C1=NC(=NO1)C12CCN(CC1)CC2)NC2=CC=C1C(N3N(C1=C2)COCC3)=O